ethyl 4-((1,5-dimethyl-1H-1,2,4-triazol-3-yl) methoxy)-3-oxobutanoate CN1N=C(N=C1C)COCC(CC(=O)OCC)=O